N-(5,6,7,8-tetrahydroimidazo[1,5-a]pyrazin-1-yl)acetamide C=1(N=CN2C1CNCC2)NC(C)=O